FC(COC=1C=CC2=C(N(C(N(C2)C2=CC3=CN(N=C3C=C2)C)=O)C2=CC(=C(C=C2)O)[N+](=O)[O-])N1)F 7-(2,2-difluoroethoxy)-1-(4-hydroxy-3-nitrophenyl)-3-(2-methyl-2H-indazol-5-yl)-3,4-dihydropyrido[2,3-d]pyrimidin-2(1H)-one